N-[3,4-dichloro-10-(1-tetrahydropyran-2-ylpyrazol-4-yl)-6,7,8,9-tetrahydropyrido[1,2-a]indol-7-yl]tetrahydropyran-4-carboxamide ClC1=CC=C2C(=C3N(C2=C1Cl)CC(CC3)NC(=O)C3CCOCC3)C=3C=NN(C3)C3OCCCC3